O1COC2=C1C=CC=C2C2OCC(O2)C=O 2-(2H-1,3-benzodioxol-4-yl)-1,3-dioxolane-4-carbaldehyde